6-Chlorobenzo[d][1,3]dioxan ClC1=CC2=C(OCOC2)C=C1